5-(2-amino-5-bromo-phenyl)-3-methyl-1-(2-trimethylsilylethoxymethyl)pyrazol-4-amine NC1=C(C=C(C=C1)Br)C1=C(C(=NN1COCC[Si](C)(C)C)C)N